dithioformic acid sodium [Na].C(=S)S